[O-]S(=O)(=O)C(F)(F)F.COC1=C2C(=CN(C2=CC=C1)C)C(C1=CC(=C(C(=C1)OC)OC)OC)[P+](C1=CC=CC=C1)(C1=CC=CC=C1)C1=CC=CC=C1 ((4-methoxy-1-methyl-1H-indol-3-yl)(3,4,5-trimethoxyphenyl)methyl)triphenylphosphonium triflate